OCCCC1=CC=C(C=C1)N(C(OC(C)(C)C)=O)C tert-butyl (4-(3-hydroxypropyl)phenyl)(methyl)carbamate